CC1=C(C=2N(C=C1)N=CN2)C 7,8-dimethyl-[1,2,4]triazolo[1,5-a]pyridin